C(C)(=O)N(OS(O)(=O)=O)C(C)=O diacetyl-aminosulfuric acid